The molecule is a germacrane sesquiterpenoid found in Tanacetum vulgare, Anthemis altissima and Anthemis melanolepsis that is tatridin A in which the double bond at position 9-10 has migrated to position 10-14. It has a role as a metabolite. It is a gamma-lactone, a diol, a germacrane sesquiterpenoid and an organic heterobicyclic compound. C/C/1=C\\[C@H]([C@H]2[C@H](CC(=C)[C@H](CC1)O)OC(=O)C2=C)O